N-{3-[2-(4-chloro-3-fluorophenoxy)acetamido]bicyclo[1.1.1]pentan-1-yl}-6-fluoro-4-methoxy-3,4-dihydro-2H-1-benzopyran-2-carboxamide ClC1=C(C=C(OCC(=O)NC23CC(C2)(C3)NC(=O)C3OC2=C(C(C3)OC)C=C(C=C2)F)C=C1)F